1-(pyridin-2-yl)-1H-indole-5-carbonitrile N1=C(C=CC=C1)N1C=CC2=CC(=CC=C12)C#N